methyl-2,2-difluoro-N-(2-methoxyethyl)-4-(5,6,7,8-tetrahydro-1,8-naphthyridin-2-yl)butan-1-amine CC(C(CCC1=NC=2NCCCC2C=C1)(F)F)NCCOC